4-nitrophenyl (1R,4R)-2-oxo-5-azabicyclo[2.2.1]heptane-5-carboxylate O=C1[C@H]2CN([C@@H](C1)C2)C(=O)OC2=CC=C(C=C2)[N+](=O)[O-]